1-[(3S)-3-[4-(3-chloro-2-fluoro-anilino)pyrido[3,4-d]pyrimidin-6-yl]oxypyrrolidin-1-yl]prop-2-en-1-one ClC=1C(=C(NC=2C3=C(N=CN2)C=NC(=C3)O[C@@H]3CN(CC3)C(C=C)=O)C=CC1)F